(3S,4R)-1-(3,4,5-trimethoxyphenyl)-3-selenocyanomethyl-4-(3-hydroxy-4-methoxyphenyl)azetidin-2-one Methyl-4-(2-amino-5-fluorophenyl)-3-[(tert-butoxycarbonyl)amino]butanoate COC(CC(CC1=C(C=CC(=C1)F)N)NC(=O)OC(C)(C)C)=O.COC=1C=C(C=C(C1OC)OC)N1C([C@H]([C@@H]1C1=CC(=C(C=C1)OC)O)C[Se]C#N)=O